2-(4-(2-(dimethylamino)ethyl)piperazin-1-yl)-6-(5-methylisoxazol-4-yl)quinazolin-4-amine CN(CCN1CCN(CC1)C1=NC2=CC=C(C=C2C(=N1)N)C=1C=NOC1C)C